7-(chloromethyl)-6-fluoro-3,5-dihydrofuro[3,2-c]quinolin-4(2H)-one-3,3-d2 ClCC=1C=CC=2C3=C(C(NC2C1F)=O)C(CO3)([2H])[2H]